4-n-butoxyphenyldiphenylsulfonium perfluorobutanesulfonate FC(C(C(C(F)(F)F)(F)F)(F)F)(S(=O)(=O)[O-])F.C(CCC)OC1=CC=C(C=C1)[S+](C1=CC=CC=C1)C1=CC=CC=C1